1-(3-(4-chloro-3-(2,2-difluoroethyl)-1H-pyrrolo[2,3-b]pyridin-5-yl)phenyl)-4-(2-methoxyethyl)piperazin-2-one ClC1=C2C(=NC=C1C=1C=C(C=CC1)N1C(CN(CC1)CCOC)=O)NC=C2CC(F)F